p-chloromethyl-alpha-methylbenzyl alcohol ClCC1=CC=C(C(C)O)C=C1